methyl 2-hydroxy-4-methylthiobutyrate OC(C(=S)OC)CCC